C1(=CC=CC=C1)C1=CNC=2C1=NC(=CC2)C=2C=C(C=CC2)CC(=O)N (3-(3-Phenyl-1H-pyrrolo[3,2-b]pyridin-5-yl)phenyl)acetamide